N-(3-(((2-((4-formylphenyl)amino)-5-(trifluoromethyl)pyrimidin-4-yl)amino)methyl)pyrazin-2-yl)-N-methylmethanesulfonamide C(=O)C1=CC=C(C=C1)NC1=NC=C(C(=N1)NCC=1C(=NC=CN1)N(S(=O)(=O)C)C)C(F)(F)F